C(#N)C(CCCCCCCCC(=O)OC)(CCCCCCCCC(=O)OC)S(=O)(=O)C1=CC=C(C)C=C1 dimethyl 10-cyano-10-tosylnonadecanedioate